4-bromo-3-fluoro-pyrazole BrC=1C(=NNC1)F